5-guanidino-1-[3-(triethoxysilyl)propyl]-1H-tetrazole N(C(=N)N)C1=NN=NN1CCC[Si](OCC)(OCC)OCC